BrC1=CC(=C(C=C1C)CO)Cl (4-bromo-2-chloro-5-methyl-phenyl)methanol